2-(trimethylsilyl)ethyl-N-[6-(2,5-dioxo-2,5-dihydro-1H-pyrrol-1-yl)hexanoyl]-L-valyl-N5-carbamoyl-L-ornithyl-L-lysinate C[Si](CCN([C@@H](C(C)C)C(=O)N[C@@H](CCCNC(N)=O)C(=O)N[C@@H](CCCCN)C(=O)[O-])C(CCCCCN1C(C=CC1=O)=O)=O)(C)C